(E)-3-(3-(1H-indazol-5-yl)pyridin-4-yl)acrylic acid N1N=CC2=CC(=CC=C12)C=1C=NC=CC1/C=C/C(=O)O